C(#N)C(C)(C)C1=CC2=C(N(C=N2)C2=CC(=C(C(=O)NC3CC3)C(=C2)OC)OC(F)F)C=C1 4-[5-(1-Cyano-1-methyl-ethyl)benzimidazol-1-yl]-N-cyclopropyl-2-(difluoromethoxy)-6-methoxy-benzamide